tert-butyl ((2-acetamido-2-(tert-butylcarbamoyl)-4-(2-(4,4,5,5-tetramethyl-1,3,2-dioxaborolan-2-yl)ethyl)cyclohexyl)methyl)carbamate C(C)(=O)NC1(C(CCC(C1)CCB1OC(C(O1)(C)C)(C)C)CNC(OC(C)(C)C)=O)C(NC(C)(C)C)=O